BrC=1N=CN(C1)CC1=C(C=C(C=C1)C1=NOC(=N1)C(F)(F)F)Cl 3-[4-[(4-bromoimidazol-1-yl)methyl]-3-chloro-phenyl]-5-(trifluoromethyl)-1,2,4-oxadiazole